FC1=C(C=C(C(=C1)F)F)CCO 2,4,5-trifluorobenzeneethanol